3,4-bis(naphthalen-2-yl)-1-propylpyrrole-2,5-dione C1=C(C=CC2=CC=CC=C12)C=1C(N(C(C1C1=CC2=CC=CC=C2C=C1)=O)CCC)=O